FC1=C(C=C(C=C1F)C=1N(N=C2C=CC=CC12)C)[C@H](CC(=O)O)NC([C@H](CC(C)C)NC(=O)C=1C(N(C=CC1)C)=O)=O (3S)-3-[2,3-difluoro-5-(2-methyl-2H-indazol-3-yl)phenyl]-3-[(2S)-4-methyl-2-[(1-methyl-2-oxo-1,2-dihydropyridin-3-yl)formamido]pentanamido]propanoic acid